FC(OC=1C=NC(=NC1)N1CCC(CC1)N1C=CN(C2=CC(=CC=C12)F)C)F 1-(1-(5-(difluoromethoxy)pyrimidin-2-yl)piperidin-4-yl)-6-fluoro-4-methyl-1,4-dihydroquinoxaline